ClC1=C(C=CC(=C1)C=1N=NN(C1)CC1=NC=C(C=C1F)C=1OC(=NN1)C(F)F)CN(C)C 1-(2-chloro-4-(1-((5-(5-(difluoromethyl)-1,3,4-oxadiazol-2-yl)-3-fluoropyridin-2-yl)methyl)-1H-1,2,3-triazol-4-yl)phenyl)-N,N-dimethylmethylamine